COC1=C(C=C(C=N1)C1=CC=C2C(=NNC2=C1)C(=O)NC)C(NCCC(C)C1=CC=CC=C1)=O 6-{6-methoxy-5-[(3-phenylbutyl)carbamoyl]pyridin-3-yl}-N-methyl-1H-indazole-3-carboxamide